P1OCCO1 2,5-dioxaphospholane